C1(CCC(=O)OCCO1)=O ethylene succinate